NC(C(=O)OC)C(C)C1=NC=CC=C1 methyl 2-amino-3-(2-pyridyl)butanoate